Benzyl (4-(2-(1,3-dioxoisoindolin-2-yl)ethoxy)phenethyl)(hexyl)carbamate O=C1N(C(C2=CC=CC=C12)=O)CCOC1=CC=C(CCN(C(OCC2=CC=CC=C2)=O)CCCCCC)C=C1